(8-(4-cyanophenyl)-2,3-dihydro-4H-pyrido[4,3-b][1,4]thiazin-4-yl)sulfonate C(#N)C1=CC=C(C=C1)C1=CN=CC2=C1SCCN2S(=O)(=O)[O-]